2-Formylpyridine-4-carboxylic acid C(=O)C1=NC=CC(=C1)C(=O)O